O.[Na+].[Na+].C1(=CC=CC=2C(=CC=CC12)S(=O)(=O)[O-])S(=O)(=O)[O-].[Na+] sodium 1,5-naphthalenedisulfonate disodium hydrate